C12C(=C(C(C=C1)N2)C(=O)OC)C(=O)OC dimethyl 7-azabicyclo[2.2.1]hept-2,5-diene-2,3-dicarboxylate